3-chloro-8-[(2R,3S)-3-(methylsulfonylmethyl)-2-methylazetidin-1-yl]-5-(propan-2-yl)isoquinoline ClC=1N=CC2=C(C=CC(=C2C1)C(C)C)N1[C@@H]([C@H](C1)CS(=O)(=O)C)C